O[C@@H](C(=O)N[C@@H](CC(=O)OCC)C=1C=C(C=C(C1F)F)C1=C(C=C(C=C1CCCCC=C)F)F)CC=C Ethyl (S)-3-((R)-2-hydroxypent-4-enamido)-3-(2',4,4',5-tetrafluoro-6'-(hex-5-en-1-yl)-[1,1'-biphenyl]-3-yl)propanoate